(9H-fluoren-9-yl)methyl (4-((4-(7-(hydroxymethyl)-4-morpholino-7H-pyrrolo[2,3-d]pyrimidin-6-yl)phenyl)carbamoyl)piperidin-4-yl)carbamate OCN1C(=CC2=C1N=CN=C2N2CCOCC2)C2=CC=C(C=C2)NC(=O)C2(CCNCC2)NC(OCC2C1=CC=CC=C1C=1C=CC=CC21)=O